CC=1SC(=C(N1)C(CNC(OC(C)(C)C)=O)=O)C tert-butyl [2-(2,5-dimethyl-1,3-thiazol-4-yl)-2-oxoethyl]carbamate